C(C)(C)(C)OC(=O)NC1=C(C=C(C=C1)C1=CC=C(C=C1)F)NC(=O)C=1SC(=CN1)S(=NC(OC(C)(C)C)=O)(=O)C tert-butyl N-[[2-[[2-(tert-butoxycarbonylamino)-5-(4-fluorophenyl)phenyl]carbamoyl]thiazol-5-yl]-methyl-oxo-sulfanylidene]carbamate